N1=CC(=CC=C1)C=1C=C(C=CC1)N1NC(=CC(=N1)C1=CC(=CC=C1)C=1C=NC=CC1)C1=CC(=CC=C1)C=1C=NC=CC1 2,4,6-tris(m-pyridin-3-yl-phenyl)triazine